7-[[6-[(dimethyl-amino)methyl]-5-tetrahydrofuran-3-yl-2-pyridyl]amino]-4-(7-methyl-imidazo[1,2-a]pyrimidin-3-yl)isoindolin-1-one CN(C)CC1=C(C=CC(=N1)NC=1C=CC(=C2CNC(C12)=O)C1=CN=C2N1C=CC(=N2)C)C2COCC2